CC=1C=C2C(N(C(=NC2=CC1)NC=1C=NC=CC1)C1=CC=CC=C1)=O 6-methyl-3-phenyl-2-(pyridin-3-ylamino)quinazolin-4(3H)-one